trans-3,6-Dichloro-1-(3-((1-(3-fluorotetrahydro-2H-pyran-4-yl)-5-methyl-4-nitro-1H-pyrazol-3-yl)oxy)propyl)-1H-pyrazolo[3,4-d]pyrimidine ClC1=NN(C2=NC(=NC=C21)Cl)CCCOC2=NN(C(=C2[N+](=O)[O-])C)[C@H]2[C@@H](COCC2)F